2-(TERT-BUTOXYCARBONYL)PHENYLBORONIC ACID C(C)(C)(C)OC(=O)C1=C(C=CC=C1)B(O)O